2,2,2-Trifluoroethyl 5-fluoro-2-((imidazo[1,2-b]pyridazine-3-carboxamido)methyl)benzofuran-7-carboxylate FC=1C=C(C2=C(C=C(O2)CNC(=O)C2=CN=C3N2N=CC=C3)C1)C(=O)OCC(F)(F)F